COCCN1N=NC2=C1C=C(C=C2)C#CC2=C1C=C(N=CC1=C(N=C2)NC)NC(=O)C2CC2 N-(5-((1-(2-methoxyethyl)-1H-benzo[d][1,2,3]triazol-6-yl)ethynyl)-8-(methylamino)-2,7-naphthyridin-3-yl)cyclopropanecarboxamide